2-bromo-3',5'-di-tert-butyl-4-chloro-1,1-biphenyl BrC1=C(C=CC(=C1)Cl)C1=CC(=CC(=C1)C(C)(C)C)C(C)(C)C